tert-butyl 2-(4-((3S,4R)-7-hydroxy-3-phenylchroman-4-yl) phenyl)-2,7-diazaspiro[3.5]nonane-7-carboxylate OC1=CC=C2[C@H]([C@H](COC2=C1)C1=CC=CC=C1)C1=CC=C(C=C1)N1CC2(C1)CCN(CC2)C(=O)OC(C)(C)C